N-(2-aminoethyl)-N-(1-(5-bromopyridin-2-yl)-2,2,2-trifluoroethyl)-2-chloroacetamide hydrochloride Cl.NCCN(C(CCl)=O)C(C(F)(F)F)C1=NC=C(C=C1)Br